1-normal butoxyethyl methacrylate C(C(=C)C)(=O)OC(C)OCCCC